C(C)C1=C2C(=C(/C(/C2=CC=C1)=C/C1=CC=C(C=C1)COC1=CC=CC=C1)C)CC(=O)O (Z)-2-(4-ethyl-2-methyl-1-(4-(phenoxymethyl)benzylidene)-1H-inden-3-yl)acetic acid